OCC[C@H]1[C@H]2CC[C@@H](CN1)N2C(=O)OC(C)(C)C tert-butyl (1R,2S,5S)-2-(2-hydroxyethyl)-3,8-diazabicyclo[3.2.1]octane-8-carboxylate